3-(5-(4-Fluoro-phenyl-2,3,5,6-d4)-6-isopropyl-1,5-dihydropyrrolo[2,3-f]indazol-7-yl)[13C3]propanoic acid FC1=C(C(=C(C(=C1[2H])[2H])N1C(=C(C2=C1C=C1C=NNC1=C2)[13CH2][13CH2][13C](=O)O)C(C)C)[2H])[2H]